C1(=CC=C(C=C1)C(CSC=1OC(=NN1)COC1=C(C=C(C=C1)Cl)Cl)=O)C1=CC=CC=C1 1-((1,1'-biphenyl)-4-yl)-2-((5-((2,4-dichlorophenoxy)methyl)-1,3,4-oxadiazol-2-yl)thio)ethan-1-one